1-(3-(3-ethynyl-4-(trifluoromethyl)styryl)azetidin-1-yl)prop-2-en-1-one C(#C)C=1C=C(C=CC2CN(C2)C(C=C)=O)C=CC1C(F)(F)F